N-(2-hydroxyethyl)-4-(1-(4-methoxybenzyl)-1H-1,2,3-triazol-4-yl)benzenesulfonamide OCCNS(=O)(=O)C1=CC=C(C=C1)C=1N=NN(C1)CC1=CC=C(C=C1)OC